BrC1=CC(=CC=2CCOC21)NC(OCC2=CC=CC=C2)=O Benzyl N-(7-bromo-2,3-dihydrobenzofuran-5-yl)carbamate